2-[[(3S,5S)-3,5-dimethylmorpholin-4-yl]methyl]-1-isopropyl-3-methyl-7-(4,4,5,5-tetramethyl-1,3,2-dioxaborolan-2-yl)quinolin-4-one C[C@@H]1N([C@H](COC1)C)CC=1N(C2=CC(=CC=C2C(C1C)=O)B1OC(C(O1)(C)C)(C)C)C(C)C